C1(=CC=CC=C1)N1C2=CC=CC=C2C=2C=C(C=CC12)C=1C=CC=2N(C3=CC=C(C=C3C2C1)C=1C=CC=2N(C3=CC=CC=C3C2C1)C1=CC=CC=C1)C1=CC=CC=C1 9,9',9''-triphenyl-9H,9'H,9''H-3,3':6',3''-tercarbazole